Isobutyl 5-fluoro-3-(1-((1-(2-((4-(2-fluoropyridin-3-yl)phenyl)sulfonamido) ethyl)piperidin-4-yl)methyl)-1H-1,2,3-triazol-4-yl)-1H-indol-2-carboxylat FC=1C=C2C(=C(NC2=CC1)C(=O)OCC(C)C)C=1N=NN(C1)CC1CCN(CC1)CCNS(=O)(=O)C1=CC=C(C=C1)C=1C(=NC=CC1)F